FC1CCC=C1 5-fluorocyclopentene